Br[SiH]1O[SiH2]C1 1-bromo-1,3-disiloxetane